NC1=NC=C(C(=C1C1=CC=C(C=C1)O)CC)C1=CC=C(C=C1)CO 4-[2-amino-4-ethyl-5-[4-(hydroxymethyl)phenyl]-3-pyridinyl]phenol